(1-(5-(5-((R)-1-(3,5-dichloropyridin-4-yl)ethoxy)-1-(tetrahydro-2H-pyran-2-yl)-1H-indazol-3-yl)-3-fluoropyridin-2-yl)-3-methylazetidin-3-yl)methyl methanesulfonate CS(=O)(=O)OCC1(CN(C1)C1=NC=C(C=C1F)C1=NN(C2=CC=C(C=C12)O[C@H](C)C1=C(C=NC=C1Cl)Cl)C1OCCCC1)C